rac-N-{(1R,6S)-2,2-difluoro-6-[4-(propan-2-yl)piperazin-1-yl]cyclohexyl}-4-hydroxy-4-phenylpiperidine-1-carboxamide FC1([C@@H]([C@H](CCC1)N1CCN(CC1)C(C)C)NC(=O)N1CCC(CC1)(C1=CC=CC=C1)O)F |r|